C(C)C1=CC=C(C(=O)OC(C)CC)C=C1 4-Ethylbenzoic acid, 2-butyl ester